C(CCC=CCC=CCC=CCC=CCCCCCC)(=O)O 4,7,10,13-eicosatetraenoic acid